ergosta-5,22,24(25)-trienol C(C(C)=C(C)C=C[C@@H](C)[C@H]1CC[C@H]2[C@@H]3CC=C4CCCC[C@]4(C)[C@H]3CC[C@]12C)O